COC(=O)C=1C(=CC=CC1)C1=C(C(=CC=C1)C)F 2'-fluoro-3'-methyl-[1,1'-biphenyl]-2-carboxylic acid methyl ester